3-cyano-1-(2,2-difluoroethyl)-4-(3-hydroxy-2,6-dimethyl-phenyl)pyrrolo[2,3-b]pyridine-6-carboxamide C(#N)C1=CN(C2=NC(=CC(=C21)C2=C(C(=CC=C2C)O)C)C(=O)N)CC(F)F